N1C[C@H](OCC1)C(=O)OC methyl (S)-morpholine-2-carboxylate